C1(CCCC1)C1(CC=C2C(=NC=NC2=C1)NC1=NNC(=C1)C)N 7-cyclopentyl-N4-(5-methyl-1H-pyrazol-3-yl)quinazoline-4,7-diamine